((2r,4s)-2-(2,5-difluorophenyl)-4-fluoropyrrolidin-1-yl)-1-((2-(trimethylsilyl)ethoxy)methyl)-1H-pyrazolo[3,4-b]pyridine-5-carboxamide FC1=C(C=C(C=C1)F)[C@@H]1N(C[C@H](C1)F)C1=NN(C2=NC=C(C=C21)C(=O)N)COCC[Si](C)(C)C